4-(2-chlorobenzyl)-1-(pyridin-4-yl)-[1,2,4]triazolo[4,3-a]quinazolin-5(4H)-one ClC1=C(CN2C=3N(C4=CC=CC=C4C2=O)C(=NN3)C3=CC=NC=C3)C=CC=C1